FC([C@@]([C@@H](C(=O)NO)NC(C1=CC=C(C=C1)C#CC#CC(F)F)=O)(C)O)F N-((2S,3S)-4,4-difluoro-3-hydroxy-1-(hydroxyamino)-3-methyl-1-oxobutan-2-yl)-4-(5,5-difluoropenta-1,3-diyn-1-yl)benzamide